F[B-](F)(F)F.[NH+]=1N[N+](=C2N=CC=CC21)[O-] 1,2,3-triazolo[4,5-b]pyridinium 3-oxide tetrafluoroborate